NC(C(=O)O)CCNC(C)=O 2-amino-4-[acetylamino]butyric acid